(E)-4-methyl-3-(3-(p-tolyl)acryloyl)-1,7-naphthyridin-2(1H)-one CC1=C(C(NC2=CN=CC=C12)=O)C(\C=C\C1=CC=C(C=C1)C)=O